(1S,5S)-6-(4-methoxyphenyl)-9,9-dimethyl-3,6-diazabicyclo[3.2.2]nonan-2-one COC1=CC=C(C=C1)N1[C@@H]2CNC([C@H](C1)CC2(C)C)=O